4-phenyl-1H-pyrazol-5-ol C1(=CC=CC=C1)C=1C=NNC1O